C(C)(=O)O[IH2]1OC(C2=C1C=CC=C2)=O oxo-3H-1lambda5,2-benziodaoxol-1-yl acetate